N-(4,5-Dichloro-2-fluorophenyl)-1-fluoro-4-(3-methoxypropoxy)-6,7,8,9-tetrahydro-5H-5,8-epiminocyclohepta[c]pyridine-10-carboxamide ClC1=CC(=C(C=C1Cl)NC(=O)N1C2CCC1CC=1C(=NC=C(C12)OCCCOC)F)F